C(C)C=1SC(=C(N1)C1=NC(=CC=C1)C)OC1=CC(=NC=C1)NC1=CC=CC(=N1)C(=O)O 6-((4-((2-ethyl-4-(6-methylpyridin-2-yl)thiazol-5-yl)oxy)pyridin-2-yl)amino)picolinic acid